2-(2,2-difluoro-1,3-benzodioxol-5-yl)acetonitrile FC1(OC2=C(O1)C=CC(=C2)CC#N)F